CC(CC)OC(C)CC β-butyl ether